6-(4-methoxybenzylidene)-5-oxo-5,6,7,8-tetrahydronaphthalene-2-carboxylic acid COC1=CC=C(C=C2C(C=3C=CC(=CC3CC2)C(=O)O)=O)C=C1